(7-methoxyimidazo[1,2-b]pyridazin-6-yl)propan-2-ol COC1=CC=2N(N=C1CC(C)O)C=CN2